3-chloro-4,6-dihydroxy-2-methyl-benzaldehyde ClC=1C(=C(C=O)C(=CC1O)O)C